N-(3-Cyano-1-methyl-1H-pyrazol-4-yl)-2-[4-(1H-pyrazol-3-yl)benzoyl]cyclohexanecarboxamide C(#N)C1=NN(C=C1NC(=O)C1C(CCCC1)C(C1=CC=C(C=C1)C1=NNC=C1)=O)C